(3-(3-(4-methylcyclohexyl)-4-oxo-3,4-dihydro-phthalazin-1-yl)phenyl)ethylsulphonamide Tert-butyl-N-[3-[4-(benzyloxycarbonylamino)cyclohexoxy]propyl]carbamate C(C)(C)(C)OC(NCCCOC1CCC(CC1)NC(=O)OCC1=CC=CC=C1)=O.CC1CCC(CC1)N1N=C(C2=CC=CC=C2C1=O)C=1C=C(C=CC1)CCS(=O)(=O)N